N,N-Bis-(2-hydroxy-ethyl)-p-phenylendiamin OCCN(C1=CC=C(C=C1)N)CCO